FC1=CC=C(C=C1)N1C=NN(C1=O)CSC1=CC(=C(OCC(=O)O)C=C1)C 2-(4-(((4-(4-fluorophenyl)-5-oxo-4,5-dihydro-1H-1,2,4-triazol-1-yl)methyl)thio)-2-methylphenoxy)acetic acid